FC(C1=CC=C(C(=N1)OC)[C@@H]1[C@@H](O[C@]([C@H]1C)(C(F)(F)F)C)C(=O)NC1=CC(=NC=C1)C(=O)N)F (2R,3R,4S,5R)-4-[[3-[6-(Difluoromethyl)-2-methoxy-3-pyridyl]-4,5-dimethyl-5-(trifluoromethyl)tetrahydrofuran-2-carbonyl]amino]pyridin-2-carboxamid